2-(6-(ethylamino)-4-((1s,3s)-3-methyl-1-(4-methyl-4H-1,2,4-triazol-3-yl)cyclobutyl)pyridin-2-yl)-6-(((1-methylcyclobutyl)amino)methyl)-4-(trifluoromethyl)-isoindolin-1-one C(C)NC1=CC(=CC(=N1)N1C(C2=CC(=CC(=C2C1)C(F)(F)F)CNC1(CCC1)C)=O)C1(CC(C1)C)C1=NN=CN1C